4-bromo-3-chloro-N-(3,3-difluorocyclobutyl)benzenesulfonamide BrC1=C(C=C(C=C1)S(=O)(=O)NC1CC(C1)(F)F)Cl